(5aR,5bS,7aS,10aS,10bR)-2-(2-chlorophenyl)-5a,7a-dimethyl-4,5,5a,5b,6,7,7a,9,10,10a,10b,11,12,12a-tetradecahydro-8H-cyclopenta[7,8]phenanthro[2,1-d]thiazol-8-one ClC1=C(C=CC=C1)C=1SC2=C(N1)CC[C@@]1([C@H]3CC[C@]4([C@H]([C@@H]3CCC12)CCC4=O)C)C